N-(2-(2-(2,6-dioxopiperidin-3-yl)-1-oxoisoindolin-4-yl)propyl)butanamide methyl-5-bromo-2-oxo-1,2-dihydro-3-pyridinecarboxylate COC(=O)C=1C(NC=C(C1)Br)=O.O=C1NC(CCC1N1C(C2=CC=CC(=C2C1)C(CNC(CCC)=O)C)=O)=O